COC1=CC=C(CN(S(=O)(=O)C2=CC=CC=C2)CC2=CC=C(C=C2)OC)C=C1 N,N-bis(4-methoxybenzyl)benzenesulfonamide